3-(6-(4-acetylpiperazin-1-yl)pyridin-2-yl)-N,N-dimethylimidazo[1,2-a]pyrazine-6-carboxamide C(C)(=O)N1CCN(CC1)C1=CC=CC(=N1)C1=CN=C2N1C=C(N=C2)C(=O)N(C)C